O[C@H]1[C@H](C[C@H](CC1)NC(OC(C)(C)C)=O)C |r| tert-Butyl N-[rac-(1S,3S,4R)-4-hydroxy-3-methylcyclohexyl]carbamate